2-(3-(trimethylsilyl)prop-2-yn-1-yl-1,1-d2)isoindoline-1,3-dione C[Si](C#CC([2H])([2H])N1C(C2=CC=CC=C2C1=O)=O)(C)C